3-chloro-N-((1R,5S,6s)-3-(5-(3-cyano-6-methoxypyrazolo[1,5-a]pyridin-4-yl)pyridin-2-yl)-3-azabicyclo[3.1.0]hexan-6-yl)picolinamide ClC=1C(=NC=CC1)C(=O)NC1[C@@H]2CN(C[C@H]12)C1=NC=C(C=C1)C=1C=2N(C=C(C1)OC)N=CC2C#N